2,6-dimethyl-N-(2-nitrophenyl)pyridin-3-amine CC1=NC(=CC=C1NC1=C(C=CC=C1)[N+](=O)[O-])C